F[C@@H]1C[C@H](N(C1)C(CN1N=C(C=2N=C(SC21)C=2C=NC(=NC2)C)C(=O)N)=O)C(NC2CC(CC2)C2=CC1=C(S2)C=CS1)=S 1-(2-((2S,4R)-4-fluoro-2-((3-(thieno[3,2-b]thiophen-2-yl)cyclopentyl)carbamothioyl)pyrrolidin-1-yl)-2-oxoethyl)-5-(2-methylpyrimidin-5-yl)-1H-pyrazolo[4,3-d]thiazole-3-carboxamide